di(hexylbenzyl) ether C(CCCCC)C(C1=CC=CC=C1)OC(C1=CC=CC=C1)CCCCCC